tert-butyl (S)-4-(((1R,4R,5R)-2-(tert-butoxycarbonyl)-3-oxo-2-azabicyclo[3.1.0]hexan-4-yl) methyl)-2,2-dimethyloxazolidine-3-carboxylate C(C)(C)(C)OC(=O)N1[C@@H]2C[C@@H]2[C@H](C1=O)C[C@@H]1N(C(OC1)(C)C)C(=O)OC(C)(C)C